1-methyl-3-propyl-1H-imidazol-3-ium methyl-carbonate COC([O-])=O.CN1C=[N+](C=C1)CCC